FC(OC1=CC=C(C=C1)C1=C2CNC(C2=CC=C1)=O)(F)F 4-(4-(trifluoromethoxy)phenyl)isoindolin-1-one